3-[(9H-purin-6-yl)-amino]propanoic acid N1=CN=C2NC=NC2=C1NCCC(=O)O